N-(2-isopropoxy-7-oxo-6-(piperidin-4-yl)-6,7-dihydro-5H-pyrrolo[3,4-b]pyridin-3-yl)pyrazolo[1,5-a]pyrimidine-3-carboxamide C(C)(C)OC1=C(C=C2C(=N1)C(N(C2)C2CCNCC2)=O)NC(=O)C=2C=NN1C2N=CC=C1